di-(tert-butyl)(3,5-dimethylphenyl)phosphonium tetraphenylborate C1(=CC=CC=C1)[B-](C1=CC=CC=C1)(C1=CC=CC=C1)C1=CC=CC=C1.C(C)(C)(C)[PH+](C1=CC(=CC(=C1)C)C)C(C)(C)C